COC(=O)N1CCCCC1 methyl-1-piperidinecarboxylate